34-hydroxytetratriacontyl laurate C(CCCCCCCCCCC)(=O)OCCCCCCCCCCCCCCCCCCCCCCCCCCCCCCCCCCO